N(C(C)C(=O)O)C(C)C(=O)O alanopin